C(C1=CC=CC=C1)C1NCCC=2C1=NC(=C(N2)N2CCC(CC2)OC2=C(C=C(C=C2)F)F)Cl benzyl-3-chloro-2-(4-(2,4-difluorophenoxy)piperidin-1-yl)-5,6,7,8-tetrahydropyrido[3,4-b]pyrazine